γ-chloropropylene oxide C1C(O1)CCl